BrC(C(=O)C1=CNC2=CC(=CC=C12)F)C1=C(C=C(C=C1)Cl)OC 2-bromo-2-(4-chloro-2-methoxyphenyl)-1-(6-fluoro-1H-indol-3-yl)-ethanone